4-((1H-Indazol-5-yl)ethynyl)-N-(2-methoxybenzyl)-[2,4'-bipyrimidin]-2'-amine N1N=CC2=CC(=CC=C12)C#CC1=NC(=NC=C1)C1=NC(=NC=C1)NCC1=C(C=CC=C1)OC